C(C#C)SC1CCC(CC1)=O 4-(propargylthio)cyclohexanone